barium-cerium oxide [O-2].[Ce+3].[Ba+2]